2,6-dimethyl-9,10-dipropoyloxyanthracene CC1=CC2=C(C3=CC=C(C=C3C(=C2C=C1)OC(CC)=O)C)OC(CC)=O